C(C)(C)C=1C=CC(=NC1)C=1C=CC(=C(C1)NCC(=O)OCC)C ethyl (5-(5-isopropylpyridin-2-yl)-2-methylphenyl)glycinate